FC1=C(OP(=O)(OC2=CC=CC=C2)N[C@@H](C)C(=O)OC(C)(C)C)C(=C(C(=C1F)F)F)F tert-butyl ((perfluorophenoxy) (phenoxy) phosphoryl)-L-alaninate